4-[6-[2-(diethylamino)-1,1-dimethylethyl]pyrazolo[1,5-a]pyridin-3-yl]-2-(difluoromethoxy)-N-[(1R,2S)-2-fluorocyclopropyl]-6-methoxybenzamide C(C)N(CC(C)(C)C=1C=CC=2N(C1)N=CC2C2=CC(=C(C(=O)N[C@H]1[C@H](C1)F)C(=C2)OC)OC(F)F)CC